1-imino-4-(2-(7-methoxyquinolin-4-yl)ethyl)-1λ6-thiomorpholine 1-oxide N=S1(CCN(CC1)CCC1=CC=NC2=CC(=CC=C12)OC)=O